4a-(2,3-difluorophenyl)octahydro-2H-benzo[b][1,4]oxazine formate C(=O)O.FC1=C(C=CC=C1F)C12C(OCCN1)CCCC2